The molecule is a tripeptoid arising from cleavage of both rings of a penicillin derivative. It is a conjugate acid of a N-[(5S)-5-ammonio-5-carboxylatopentanoyl]-L-cysteinyl-D-valinate. CC(C)[C@H](C(=O)O)NC(=O)[C@H](CS)NC(=O)CCC[C@@H](C(=O)O)N